3-(isopropylthio)phenylhydrazine C(C)(C)SC=1C=C(C=CC1)NN